2,3,6-trimethoxyisonicotinic acid COC=1C(=C(C(=O)O)C=C(N1)OC)OC